C(C)(C)N1N=CC(=C1)O 1-Isopropyl-pyrazol-4-ol